CON=C1CCCC=2C=CCC(C12)(F)Br 8-bromo-8-fluoro-3,4-dihydronaphthalen-1(2H)-one O-methyl oxime